C(C)(=O)N[C@@H](CSC(CCC(=O)O)C)C(=O)O N-acetyl-S-(3-carboxyl-1-methylpropyl)-L-cysteine